ClC=1C=C(C=CC1N1C(N(C=C1)C)=O)C1=C(C(=CC(=C1)F)C1=CC(=NC=C1)N1CCN(CC1)CC1CC1)O 1-(3-chloro-3'-(2-(4-(cyclopropylmethyl)piperazin-1-yl)pyridin-4-yl)-5'-fluoro-2'-hydroxy-[1,1'-biphenyl]-4-yl)-3-methyl-1H-imidazol-2(3H)-one